ClC1=C(C=CC=C1)C=1N=C2C=3C=C(C=NC3C=CN2C1)C=1C=NN(C1)C 2-(2-chlorophenyl)-9-(1-methyl-1H-pyrazol-4-yl)imidazo[2,1-f][1,6]naphthyridine